N1=C(C=CC=C1)C(C1=NC=CC=C1)N 1,1-bis(pyridin-2-yl)methylamine